OC1=CC=C(C2=C(C=CC(=C12)O)C)C 1,8-dihydroxy-4,5-dimethylnaphthalene